ClC1=CC(=C(C(=O)NC2CC2)C=C1C=1C=NN(C1)C=1N=CC=2N(C1)C=CN2)F 4-chloro-N-cyclopropyl-2-fluoro-5-(1-{imidazo[1,2-a]pyrazin-6-yl}-1H-pyrazol-4-yl)benzamide